2-(1-methyl-6-nitro-1H-indazol-3-yl)propanoic acid CN1N=C(C2=CC=C(C=C12)[N+](=O)[O-])C(C(=O)O)C